FC1(CC(C1)C=1C(=CC=2N(N1)C(=CN2)C2=NC(=NC=C2)N[C@H]2CNCC[C@@H]2F)OC)F (6-(3,3-difluorocyclobutyl)-7-methoxyimidazo[1,2-b]pyridazin-3-yl)-N-((3S,4S)-4-fluoropiperidin-3-yl)pyrimidin-2-amine